[1-(tetrahydro-2H-pyran-2-yl)-1H-indazol-4-yl]boronic acid O1C(CCCC1)N1N=CC2=C(C=CC=C12)B(O)O